ClC1=C(C(=CC=2C3=C(C=NC12)[C@H](N([C@H]3C)C(COC)=O)C)OC)Cl 1-((1S,3R)-6,7-dichloro-8-methoxy-1,3-dimethyl-1,3-dihydro-2H-pyrrolo[3,4-c]quinolin-2-yl)-2-methoxyethan-1-one